O1CCC(CC1)C=1OC=2N=C3N(C(C2N1)=O)CCC3 2-(tetrahydro-2H-pyran-4-yl)-6,7-dihydrooxazolo[5,4-d]pyrrolo[1,2-a]pyrimidin-9(5H)-one